1,9-dihydroxy-2,8-anthracenedicarboxaldehyde OC1=C(C=CC2=CC3=CC=CC(=C3C(=C12)O)C=O)C=O